ClC1=C(C=CC=C1C1=C(C(=NC=C1)Cl)Cl)C1=CC(=C(C(=N1)OC)CNC[C@@H]1CCC(N1)=O)F (S)-5-((((6-(2-chloro-3-(2,3-dichloropyridin-4-yl)phenyl)-4-fluoro-2-methoxypyridin-3-yl)methyl)amino)methyl)pyrrolidin-2-one